cyanoethyl-aminosilane tert-Butyl-3-[(2S)-3-methoxy-2-(methylamino)-3-oxopropyl]-2-methyl-1H-indole-1-carboxylate C(C)(C)(C)OC(=O)N1C(=C(C2=CC=CC=C12)C[C@@H](C(=O)OC)NC)C.C(#N)CC[SiH2]N